BrC1=CC(=CC=2N(C(=NC21)C)CCCC2=CC=CC=C2)C=2C(=NOC2C)C 4-(4-bromo-2-methyl-1-(3-phenylpropyl)-1H-benzo[d]imidazol-6-yl)-3,5-dimethylisoxazole